4-(5-(3,5-dimethylisoxazol-4-yl)-1-(tetrahydro-2H-pyran-4-yl)-1H-pyrrolo[2,3-b]pyridin-3-yl)-3,5-diethoxy-2-fluorobenzoic acid CC1=NOC(=C1C=1C=C2C(=NC1)N(C=C2C2=C(C(=C(C(=O)O)C=C2OCC)F)OCC)C2CCOCC2)C